Dithianylium S1S[CH+]CCC1